ethyl (S)-3-(1-(oxetan-2-ylmethyl)-1H-imidazol-5-yl)propanoate O1[C@@H](CC1)CN1C=NC=C1CCC(=O)OCC